CC1=C(C=CC(=C1)N)C(=O)NC1=CC=C(C=C1)N 2-methyl-4,4'-diaminobenzenecarboxanilide